(S)-6-(3,5-dimethyl-1-(oxetan-3-yl)-1H-pyrazol-4-yl)-N-(2-methyl-5-(2-(2-methylpyrrolidin-1-yl)acetamido)pyridin-3-yl)-[1,2,3]triazolo[1,5-a]pyridine-3-carboxamide CC1=NN(C(=C1C=1C=CC=2N(C1)N=NC2C(=O)NC=2C(=NC=C(C2)NC(CN2[C@H](CCC2)C)=O)C)C)C2COC2